(2S,4R)-N-((S)-1-(4-ethynylphenyl)ethyl)-1-((R)-2-(3-(4-formylpiperidin-1-yl)isoxazol-5-yl)-3-methylbutanoyl)-4-hydroxypyrrolidine-2-carboxamide C(#C)C1=CC=C(C=C1)[C@H](C)NC(=O)[C@H]1N(C[C@@H](C1)O)C([C@H](C(C)C)C1=CC(=NO1)N1CCC(CC1)C=O)=O